NCC=1C=NC(=NC1)C1=C(C=C(C#N)C=C1)OC=1SC(=NN1)C1=CC=CC=C1 4-[5-(aminomethyl)pyrimidin-2-yl]-3-[(5-phenyl-1,3,4-thiadiazol-2-yl)oxy]benzonitrile